C(C=1N=C(NC1C)CCCCCCCCCCC)C=1N=C(NC1C)CCCCCCCCCCC 4,4'-methylenebis(2-undecyl-5-methylimidazole)